CC1(NC(CC(C1)OC(CCCCCCCCC(=O)OC1CC(NC(C1)(C)C)(C)C)=O)(C)C)C.C(CCCCCCCCC(=O)O)(=O)O decanedioic acid bis(2,2,6,6-tetramethyl-4-piperidyl)sebacate